BrC=1C=CC2=C(CCS2)C1 5-bromo-2,3-dihydrobenzothiophene